C(C)(C)(C)OC(=O)N1CC(CCC1)(C(=O)NNC(C1=C(C=CC=C1)OC(F)(F)F)=O)F 3-fluoro-3-(2-(2-(trifluoromethoxy)benzoyl)hydrazine-1-carbonyl)piperidine-1-carboxylic acid tert-butyl ester